[NH4+].S1(=O)(=O)NC(=O)C2=CC=CC=C12 Saccharin, Ammonium Salt